1-(5-bromo-6-fluoropyridin-2-yl)-7-((2-methylallyl)oxy)-3-((2-(trimethylsilyl)ethoxy)methyl)-1,3-dihydro-2H-imidazo[4,5-b]pyridin-2-one BrC=1C=CC(=NC1F)N1C(N(C2=NC=CC(=C21)OCC(=C)C)COCC[Si](C)(C)C)=O